COC1=NC(=NC(=N1)Cl)Cl 2-methoxy-4,6-dichloro-1,3,5-triazine